COC=1C=C(C(=O)OC)C=C(C1[N+](=O)[O-])NCC1=CN=CS1 methyl 3-methoxy-4-nitro-5-((thiazol-5-ylmethyl)amino)benzoate